(4-aminopiperidin-1-yl)acetic acid NC1CCN(CC1)CC(=O)O